4-(((7S)-7-(4-(methoxycarbonyl)phenyl)-1-oxa-8-azaspiro[4.5]dec-8-yl)methyl)-7-methyl-5-((trimethylsilyl)ethynyl)-1H-indole-1-carboxylic acid tert-butyl ester C(C)(C)(C)OC(=O)N1C=CC2=C(C(=CC(=C12)C)C#C[Si](C)(C)C)CN1[C@@H](CC2(CCCO2)CC1)C1=CC=C(C=C1)C(=O)OC